4-(tert-butoxycarbonyl)piperidine-1-ium acetate C(C)(=O)[O-].C(C)(C)(C)OC(=O)C1CC[NH2+]CC1